ClC=1C=C(OCCC(C(=O)O)(C)C)C=CC1C=1N(C2=NC=NC(=C2N1)OC1(CC1)C)CC1=C(C=CC(=C1)Cl)OC 4-(3-chloro-4-(9-(5-chloro-2-methoxybenzyl)-6-(1-methylcyclopropoxy)-9H-purin-8-yl)phenoxy)-2,2-dimethylbutanoic acid